2-methyl-6-propenyl-1,2,3,4-tetrahydroquinoline CC1NC2=CC=C(C=C2CC1)C=CC